FC(OC1=CC=C(C=C1)NC(C1=CC(=CC=C1)S(NC1=CC=C(C=C1)OC)(=O)=O)=O)F N-(4-(difluoromethoxy)phenyl)-3-(N-(4-methoxyphenyl)sulfamoyl)benzamide